4-(hexyloxy)-4-oxobutanoic acid C(CCCCC)OC(CCC(=O)O)=O